COC1=C(C=CC(=C1)C1=CC=NN1C)NC=1N=C(C2=C(N1)NC=C2C#N)NCCOC 2-((2-methoxy-4-(1-methyl-1H-pyrazol-5-yl)phenyl)amino)-4-((2-methoxyethyl)amino)-7H-pyrrolo[2,3-d]pyrimidine-5-carbonitrile